C[C@@H]1CN(C[C@H]1NC)C(=O)OC(C)(C)C tert-butyl trans-3-methyl-4-(methylamino)pyrrolidine-1-carboxylate